4-Hydroxymethylpiperidine OCC1CCNCC1